O1C(=NC2=C1C=CC=C2)SCCCOC2=CC=C(C=C2)C(C=CC2=CC=C(C=C2)OC)=O 1-(4-(3-(benzo[d]oxazol-2-yl-thio)propoxy)phenyl)-3-(4-methoxyphenyl)-2-propen-1-one